7-[(7S)-7-amino-5-azaspiro[2.4]heptan-5-yl]-8-chloro-6-fluoro-1-[(1R,2S)-2-fluorocyclopropyl]4-oxoquinoline-3-carboxylic acid N[C@@H]1CN(CC12CC2)C2=C(C=C1C(C(=CN(C1=C2Cl)[C@H]2[C@H](C2)F)C(=O)O)=O)F